(S)-2-(5-(cyclopropylmethyl)-2-methoxyphenyl)-2-(trans-3-fluoro-4-((5-(5,6,7,8-tetrahydro-1,8-naphthyridin-2-yl)pentyl)oxy)pyrrolidin-1-yl)acetic acid C1(CC1)CC=1C=CC(=C(C1)[C@@H](C(=O)O)N1C[C@H]([C@@H](C1)OCCCCCC1=NC=2NCCCC2C=C1)F)OC